C(C)(C)(C)OC(N[C@H]1CN(CC[C@H]1OC)C(C1=CC(=C(C(=C1)[N+](=O)[O-])NCCOC)F)=O)=O ((3S,4R)-1-(3-fluoro-4-((2-methoxyethyl)amino)-5-nitrobenzoyl)-4-methoxypiperidine-3-yl)carbamic acid tert-butyl ester